4-{3-[6-(2-cyano-3,6-difluorophenoxy)-4-oxoquinazolin-3-yl]pyrazol-1-yl}piperidine-1-carboxylate C(#N)C1=C(OC=2C=C3C(N(C=NC3=CC2)C2=NN(C=C2)C2CCN(CC2)C(=O)[O-])=O)C(=CC=C1F)F